magnesium ((2R,3R,4R,5R)-5-(5-methyl-2,4-dioxopyrimidin-1(2H)-yl)-4-methoxy-tetrahydrofuran-2-yl)-methyl butyl hydrogen phosphate P(=O)(OC[C@@H]1O[C@H]([C@@H](C1)OC)N1C(NC(C(=C1)C)=O)=O)(OCCCC)O.[Mg]